O=C1NC(CCC1N1C(C2=CC=C(C=C2C1)N1CCN(CC1)C(=O)N1CCN(CC1)CCOC1=CC=C(C=C1)\C(=C(/CC)\C1=CC=CC=C1)\C1=CC=C(C=C1)B(O)O)=O)=O (E)-(4-(1-(4-(2-(4-(4-(2-(2,6-dioxopiperidin-3-yl)-1-oxoisoindolin-5-yl)piperazine-1-carbonyl)piperazin-1-yl)ethoxy)phenyl)-2-phenylbut-1-en-1-yl)phenyl)boronic acid